OC1N(C(N(C1C)C)=O)C1=NC=CC(=C1)C(F)(F)F 4-hydroxy-1,5-di-methyl-3-[4-(trifluoromethyl)-2-pyridyl]imidazolidin-2-one